C1(=CC=CC=C1)N1CC(C1)C1=CC=C(CN2CCC(CC2)C(=O)O)C=C1 (4-(1-Phenylazetidin-3-yl)benzyl)piperidine-4-carboxylic acid